2-(cyclobutylamino)-4-((1R,3S)-3-hydroxycycloheptylamino)pyrimidine-5-carboxamide C1(CCC1)NC1=NC=C(C(=N1)N[C@H]1C[C@H](CCCC1)O)C(=O)N